N-[3-[2-(difluoromethoxy)-5-methylsulfanyl-phenyl]-1-[2-[4-[(3S)-3-methylmorpholin-4-yl]-1-piperidyl]-2-oxo-ethyl]pyrazol-4-yl]pyrazolo[1,5-a]pyrimidine-3-carboxamide FC(OC1=C(C=C(C=C1)SC)C1=NN(C=C1NC(=O)C=1C=NN2C1N=CC=C2)CC(=O)N2CCC(CC2)N2[C@H](COCC2)C)F